6-amino-1,3-benzothiazole-7-carbonitrile NC1=C(C2=C(N=CS2)C=C1)C#N